OC=1C=CC2=C(OC(C3=C2C=CC(=C3)O)=O)C1 3,8-dihydroxy-6H-dibenzo[B,D]pyran-6-one